CC1CNCC(C1C1=C2CN(C(C2=CC(=C1F)F)=O)C1C(NC(CC1)=O)=O)C 3-(4-(3,5-dimethylpiperidin-4-yl)-5,6-difluoro-1-oxoisoindolin-2-yl)piperidine-2,6-dione